C1(CC1)C=1C=CC(=NC1F)[C@@H](NC(=O)[C@H]1N(C[C@@H](C1)F)C(CN1C(=NN=C1)C(F)F)=O)C1=CC=CC=C1 (2S,4R)-N-[(S)-(5-cyclopropyl-6-fluoropyridin-2-yl)(phenyl)methyl]-1-{2-[3-(difluoromethyl)-4H-1,2,4-triazol-4-yl]acetyl}-4-fluoropyrrolidine-2-carboxamide